ClC=1C(N(C(=CC1OC([2H])([2H])C1=NC=C(C=C1F)F)C)C1=CC(=NC=C1C)N1N=C(C=C1)S(=O)(=O)CC)=O 3-Chloro-4-((3,5-difluoropyridin-2-yl)methoxy-d2)-2'-(3-(ethylsulfonyl)-1H-pyrazol-1-yl)-5',6-Dimethyl-2H-[1,4'-bipyridine]-2-one